O1C(=CC=C1C(=O)O)C(=O)O.C(CCC)P(CCCC)(CCCC)CCCC tetrabutyl-phosphine 2,5-furandicarboxylic acid salt